C(C)(C)(C)C(CCC(=O)OO)(C)C(C)(C)C 4,4-bis-t-butylperoxypentanoic acid